NCCOCCOCCOCCN 2-[2-[2-[2-aminoethoxy]ethoxy]ethoxy]ethylamine